FCC(COC1=CC2=C(N=C(S2)\C=C\C=C\C=2C=NC(=CC2)NC)C=C1)O 1-fluoro-3-(2-((1E,3E)-4-(6-(methylamino)pyridine-3-yl)buta-1,3-dienyl)benzo[d]thiazole-6-yloxy)propan-2-ol